S1C=CC2=C1CCCN2 4,5,6,7-tetrahydrothienopyridine